ClC1=C(C=CC=2N(C(N(C21)C)=O)C2C(NC(CC2)=O)=O)C2CCNCC2 3-[4-chloro-3-methyl-2-oxo-5-(4-piperidyl)benzimidazol-1-yl]piperidine-2,6-dione